[Na+].S(=O)(C1=CC=C(C=C1)N)(=O)[O-] sulfanilic acid sodium salt